CC(CCC)OC1=NN2C(C(=N1)N)=NC=C2 2-(pent-2-yloxy)imidazo[2,1-f][1,2,4]triazine-4-amine